benzo[c]furan C=1OC=C2C1C=CC=C2